SCCC(=O)O.SCCC(=O)O.C(O)SCO Methylol sulfide bis(3-mercaptopropionate)